(6R,9S,11aR,11bR)-N,1,3-Tribenzyl-11b-hydroxy-6-isopropyl-2,4,7-trioxodecahydro-2H-pyrrolo[2',1':3,4]pyrazino[1,2-a][1,3,5]triazine-9-carboxamide C(C1=CC=CC=C1)NC(=O)[C@@H]1CC[C@H]2N1C([C@H](N1[C@@]2(N(C(N(C1=O)CC1=CC=CC=C1)=O)CC1=CC=CC=C1)O)C(C)C)=O